C(C=C)[N+](C1=C(C=C(C=C1)C(F)(F)F)C(F)(F)F)(CC=C)CC=C triallyl(2,4-bis(trifluoromethyl)phenyl)ammonium